CN1N=CC(=C1)C1=CC=2N(C(=C1)C1=CC=C(CNC(=O)C3=NOC(=N3)C3(CC3)C)C=C1)C=NN2 N-(4-(7-(1-methyl-1H-pyrazol-4-yl)-[1,2,4]triazolo[4,3-a]pyridin-5-yl)benzyl)-5-(1-methylcyclopropyl)-1,2,4-oxadiazol-3-carboxamide